C(CCC)NC(OC#CCI)=O iodopropynyl butylcarbamate